C1(=CC=CC=C1)P(C1(CC=CC=2C(C3=CC=CC=C3OC12)(C)C)P(C1=CC=CC=C1)C1=CC=CC=C1)C1=CC=CC=C1 4,4-bis(diphenylphosphino)-9,9-dimethylxanthene